O=C1N(CCC(N1)=O)C1=C(CN(C2CCN(CC2)C2=CC=C(C(=O)NC=3C4=C(NN3)CN(C4)C([C@@H](C4=CC=CC=C4)OC)=O)C=C2)C)C=CC=C1 (R)-4-(4-((2-(2,4-dioxotetrahydropyrimidin-1(2H)-yl)benzyl)(methyl)amino)piperidin-1-yl)-N-(5-(2-methoxy-2-phenylacetyl)-1,4,5,6-tetrahydropyrrolo[3,4-c]pyrazol-3-yl)benzamide